C(#N)C=1C=C2C(C(=CN(C2=CC1N1[C@](CCC1)(C)COC1=NC=CC=C1F)C=1C=NC(=CC1)N1CC(C1)N(C)C)C(=O)OCC)=O ethyl (S)-6-cyano-1-(6-(3-(dimethylamino) azetidin-1-yl) pyridin-3-yl)-7-(2-(((3-fluoropyridin-2-yl) oxy) methyl)-2-methylpyrrolidin-1-yl)-4-oxo-1,4-dihydroquinoline-3-carboxylate